1-(2-chloroethyl)piperidin-4-ol ClCCN1CCC(CC1)O